(S)-N-(4-fluoro-3-methylphenyl)-5-(2-((4-hydroxybutan-2-yl)amino)-2-oxoacetyl)-1,2,4-trimethyl-1H-pyrrole-3-carboxamide FC1=C(C=C(C=C1)NC(=O)C1=C(N(C(=C1C)C(C(=O)N[C@@H](C)CCO)=O)C)C)C